4,4'-bis[(4-anilino-6-bis(2-hydroxyethyl)amino-1,3,5-triazin-2-yl)amino]stilbene-2,2'-disulfonic acid N(C1=CC=CC=C1)C1=NC(=NC(=N1)N(CCO)CCO)NC=1C=C(C(=CC1)C=CC=1C(=CC(=CC1)NC1=NC(=NC(=N1)NC1=CC=CC=C1)N(CCO)CCO)S(=O)(=O)O)S(=O)(=O)O